N1(CCC1)C=1C=CC=2C3(C4=CC=C(C=C4OC2C1)N1CCC1)C(C(C1=CC=C(C=C13)C(=O)O)=O)=[N+]=[N-] 3',6'-bis(azetidin-1-yl)-2-diazo-3-oxo-2,3-dihydrospiro[indene-1,9'-xanthene]-6-carboxylic acid